CC=1N=C(SC1S(=O)(=O)N)C Dimethyl-1,3-thiazole-5-sulfonamide